SC(CCOCCCCOCCC(C)S)C 1,4-bis(3-sulfanyl-butyloxy)butane